C[C@H](CCCC(C)C)[C@H]1CC[C@@H]2[C@@]1(CC[C@H]3[C@H]2CC4C5([C@@]3(CC[C@@H](C5)O)C)O4)C 5,6-epoxycholesterol